FC1=C(C=C(C=N1)NC(=O)C1=C(N(C(=C1C)C(C(=O)NCC(C)(C)O)=O)C)C)C N-(6-fluoro-5-methylpyridin-3-yl)-5-(2-((2-hydroxy-2-methylpropyl)amino)-2-oxoacetyl)-1,2,4-trimethyl-1H-pyrrole-3-carboxamide